CN(N(C)C)C(=O)O[C@H]1C[C@H](CC1)C1=NNC(=C1)NC(=O)[C@@H]1CC2=C(C=C(C(=C2C1)/C=N/C(C)C)O)OC (1R,3S)-3-(5-((S)-5-hydroxy-4-((E)-(isopropylimino)methyl)-7-methoxy-2,3-dihydro-1H-indene-2-carboxamido)-1H-pyrazol-3-yl)cyclopentyl 1,2,2-trimethylhydrazine-1-carboxylate